1-(5-(propylthio)-1H-benzo[d]imidazol-2-yl)methanone C(CC)SC1=CC2=C(NC(=N2)C=O)C=C1